C1(CC1)N1C(=NC2=C1C=CC(=C2)C#CC2=NN(C1=NC=NC(=C12)N)[C@@H]1CN[C@H](C1)COC)C 3-((1-cyclopropyl-2-methyl-1H-benzo[d]imidazol-5-yl)ethynyl)-1-((3S,5R)-5-(methoxymethyl)pyrrolidin-3-yl)-1H-pyrazolo[3,4-d]pyrimidin-4-amine